FC1=CC=C(C=C1)C(N1CCN(CC1)C(=O)N1C[C@@H]2[C@@H](OCC(N2)=O)CC1)C1=CN=CO1 |r| rac-(4aR,8aS)-6-[4-[(4-Fluorophenyl)-oxazol-5-yl-methyl]piperazine-1-carbonyl]-4,4a,5,7,8,8a-hexahydropyrido[4,3-b][1,4]oxazin-3-one